N,N,2-trimethyl-4-(methylthio)-7-oxo-7,8-dihydropyrido[2,3-d]pyrimidine-6-carboxamide CN(C(=O)C1=CC2=C(N=C(N=C2SC)C)NC1=O)C